N-(3-(4-(1-(2,2-difluorobenzo[d][1,3]dioxol-5-yl)cyclopropane-1-carboxamido)phenyl)-1,2,4-thiadiazol-5-yl)cyclopentanecarboxamide FC1(OC2=C(O1)C=CC(=C2)C2(CC2)C(=O)NC2=CC=C(C=C2)C2=NSC(=N2)NC(=O)C2CCCC2)F